C(C)OC(COC(C)(C)C=1C(=CC2=CN(N=C2C1)C1CCC(CC1)CO)NC(=O)C1=NC(=CC=C1)C(F)(F)F)=O.N(=C=O)C(CCCC1=C(C=CC=C1)CCCC(N=C=O)N=C=O)N=C=O bis(diisocyanatobutyl)benzene Ethyl-2-[1-[2-[4-(hydroxymethyl)cyclohexyl]-5-[[6-(trifluoromethyl)pyridine-2-carbonyl]amino]indazol-6-yl]-1-methyl-ethoxy]acetate